C(\C(\C)=C\C)(=O)OC1=CC(C)=CC=C1C(C)C thymyl tiglate